O=C1NC(CCC1N1CCC2=C(C=CC=C12)N1CCN(CC1)C(=O)OC(C)(C)C)=O tert-butyl 4-(1-(2,6-dioxopiperidin-3-yl) indolin-4-yl)piperazine-1-carboxylate